2-(sec-Butyl)-3-iodobenzo[4,5]imidazo[1,2-a]pyrimidin-4(10H)-one C(C)(CC)C=1N=C2N(C(C1I)=O)C1=C(N2)C=CC=C1